4-amino-N,4-dimethylpiperidine-1-carboxamide hydrochloride Cl.NC1(CCN(CC1)C(=O)NC)C